Cl.CNC1CCC2=C(C=CS2)C1 N-methyl-4,5,6,7-tetrahydrobenzothiophen-5-amine hydrochloride